NC1=NNC2=CC=C(C=C12)C1=CC(=NC=C1)NC(NC=1C=C(C(=O)NC2=CC=CC=C2)C=CC1)=O 3-(3-(4-(3-Amino-1H-indazol-5-yl)pyridin-2-yl)ureido)-N-phenylbenzamide